2-(4-cyanophenyl)-4[3H]quinazolinone C(#N)C1=CC=C(C=C1)C1=NC2=CC=CC=C2C(N1)=O